C(C)(C)C1=CC=CC=2C3=C(OC21)C(=CC=C3)C3=NC=CC(=C3)C 2-(6-Isopropyldibenzo[b,d]furan-4-yl)-4-methylpyridine